1-(methylsulfonyl)-1H-indazole-6-carboxamide CS(=O)(=O)N1N=CC2=CC=C(C=C12)C(=O)N